C(#N)C1=CC=C(C=C1)NC(CC(CC(=O)NC=1C=CC=2N(C3=CC=CC=C3C2C1)CC)C)=O N-(4-cyanophenyl)-N'-(9-ethyl-9H-carbazol-3-yl)-3-methylpentanediamide